OCCC=C(C(=O)N)C 2-hydroxyethylmethacrylamid